C(C)(C)(C)OC(=O)NCC=1OC2=C(C1)C(=C(C=C2C(=O)OC)F)F methyl 2-(((tert-butoxycarbonyl)amino)methyl)-4,5-difluorobenzofuran-7-carboxylate